3-Methyl-6-[2-fluoro-3,4-dimethylphenyl]-4-oxo-4,5-dihydropyrazolo[1,5-a]pyrazine-2-carboxylic acid CC=1C(=NN2C1C(NC(=C2)C2=C(C(=C(C=C2)C)C)F)=O)C(=O)O